N-(cyclohexylmethyl)-1-[2-[[4-(5-pyrrolidin-1-yl-3-pyridyl)triazol-1-yl]methyl]imidazo[1,2-a]pyridin-6-yl]methylamine C1(CCCCC1)CNCC=1C=CC=2N(C1)C=C(N2)CN2N=NC(=C2)C=2C=NC=C(C2)N2CCCC2